C(C)(C)(C)OC(=O)N1[C@@H](C[C@H](CC1)NC(=O)OCC1=CC=CC=C1)CC(=O)OC(C)(C)C (2S,4S)-4-(((benzyloxy)carbonyl)amino)-2-(2-(tert-butoxy)-2-oxoethyl)piperidine-1-carboxylic acid tert-butyl ester